7-(6-((1s,3s)-3-hydroxycyclobutoxy)pyridin-3-yl)-5H-pyrido[4,3-b]indole-5-carboxylic acid tert-butyl ester C(C)(C)(C)OC(=O)N1C2=C(C=3C=CC(=CC13)C=1C=NC(=CC1)OC1CC(C1)O)C=NC=C2